FC1=C(C=C(C=C1F)F)B(O)O 2,3,5-trifluoro-phenylboronic acid